3-(aminomethyl)-4-fluoro-N,N-dimethylaniline NCC=1C=C(N(C)C)C=CC1F